C1(=CC(=CC=C1)C1=NC(=NC(=N1)C1=CC=CC=C1)C1=C(C=CC=C1)C=1C=C2C=3C=CC(=CC3C3(C2=CC1)CCCCC3)C#N)C3=CC=CC=C3 6'-(2-(4-([1,1'-biphenyl]-3-yl)-6-phenyl-1,3,5-triazin-2-yl)phenyl)spiro[cyclohexane-1,9'-fluorene]-2'-carbonitrile